N-(methoxymethyl)-N-(prop-2-yn-1-yl)-2,3-dihydro-1H-pyrrolo[3,4-c]pyridine-6-carboxamide COCN(C(=O)C1=CC2=C(C=N1)CNC2)CC#C